CC(C=CC)C 4-methyl-2-pentene